tert-butyl 2-(((2-nitrophenyl) sulfonyl) oxy)-7-azaspiro[3.5]nonane-7-carboxylate [N+](=O)([O-])C1=C(C=CC=C1)S(=O)(=O)OC1CC2(C1)CCN(CC2)C(=O)OC(C)(C)C